5-Bromo-6-(3-bromo-1-(3-chloropyridin-2-yl)-1H-pyrazol-5-carboxamido)-N-(1-cyclopropylethyl)pyrazolo[1,5-a]pyridin-7-carboxamid BrC1=CC=2N(C(=C1NC(=O)C1=CC(=NN1C1=NC=CC=C1Cl)Br)C(=O)NC(C)C1CC1)N=CC2